NC(C(=O)O)CCNC(C)=O Amino-4-acetylaminobutanoic acid